1-tert-butyl-2-methyl-(2R,4R)-4-((3-(cyclopropylmethoxy)-4-(difluoromethoxy)phenyl)amino)pyrrolidine C(C)(C)(C)N1[C@@H](C[C@H](C1)NC1=CC(=C(C=C1)OC(F)F)OCC1CC1)C